C(C1=CC=CC=C1)NC(=O)NC1=CC(=NC=C1)C(=O)NC(C)(C)C 4-(benzylcarbamoylamino)-N-tert-butyl-pyridine-2-carboxamide